8-Bromo-2-methyl-3-oxo-1,2,3,4-tetrahydroquinoxaline-6-carboxylic acid ethyl ester C(C)OC(=O)C=1C=C2NC(C(NC2=C(C1)Br)C)=O